O=C1NC(CCC1N1C(C2=CC=C(C=C2C1)CNC(=O)C1CC2=CC=CC=C2CC1)=O)=O N-((2-(2,6-dioxopiperidin-3-yl)-1-oxoisoindolin-5-yl)methyl)-1,2,3,4-tetrahydronaphthalene-2-carboxamide